FC1=CC=C(C=C1)C(C)N1C[C@@H](N(C[C@H]1C)C=1C2=C(N(C(C1)=O)C)N(C(=N2)CC#N)C)C 2-(7-((2S,5R)-4-(1-(4-fluorophenyl)ethyl)-2,5-dimethylpiperazin-1-yl)-3,4-dimethyl-5-oxo-4,5-dihydro-3H-imidazo[4,5-b]pyridin-2-yl)acetonitrile